((3,5-dibromobenzyl)oxy)-N-(2-(5-methoxy-1H-indol-3-yl)ethyl)-4-oxo-4H-chromene-2-carboxamide BrC=1C=C(COC2=C(OC3=CC=CC=C3C2=O)C(=O)NCCC2=CNC3=CC=C(C=C23)OC)C=C(C1)Br